[O-]CC.[Sn+4].[O-]CC.[O-]CC.[O-]CC tin(IV) ethoxide